6-chloro-4-(6-ethynyl-2,3-dihydrobenzo[e][1,4]oxazepin-1(5H)-yl)-7-(2-hydroxyethoxy)-1-methylquinazolin-2(1H)-one ClC=1C=C2C(=NC(N(C2=CC1OCCO)C)=O)N1CCOCC2=C1C=CC=C2C#C